CC1=C(C=CC(=C1)S(=O)(=O)Cl)C1=CC=CC=C1 methyl-[1,1'-biphenyl]-4-sulfonyl chloride